1-ethylphosphonium bromide [Br-].C(C)[PH3+]